NC1(SC2=C(N1)CCC(C2)N)N 2,6-diamino-4,5,6,7-tetrahydrobenzothiazoleamine